CC1=CC=C(C(=O)OOC(C2=CC=C(C=C2)C)=O)C=C1 di(4-methylbenzoyl)peroxide